C(C)(C)(C)OC(=O)N(C(OC(C)(C)C)=O)C1=C2N=CNC2=NC(=N1)SC1CCCCC1 tert-Butyl (tert-butoxycarbonyl)(2-(cyclohexylthio)-9H-purin-6-yl)carbamate